C(C(C)C)C(C(=O)OC)(C(=O)OC)CC(C)C Dimethyl diisobutylmalonate